CN1C(=NC=C1C=O)C1=NC=CC=C1 [3-methyl-2-(2-pyridyl)imidazol-4-yl]methanone